NCCC(C(=O)N)OC1C#CCCCCC1 (2-aminoethyl)-2-(cyclooct-2-yn-1-yloxy)acetamide